N-((1S)-1-cyclobutyl-2-((2-((R)-4-isopropyl-2-oxoimidazolidin-1-yl)-2-(methylcarbamoyl)-2,3-dihydro-1H-inden-5-yl)amino)-2-oxoethyl)-1-methyl-1H-pyrazole-5-carboxamide C1(CCC1)[C@@H](C(=O)NC=1C=C2CC(CC2=CC1)(C(NC)=O)N1C(N[C@@H](C1)C(C)C)=O)NC(=O)C1=CC=NN1C